CC=1C=C(C=CC1)S(=O)(=O)C=1C=C2CCC[C@@H](C2=CC1)CNC=1C=NC=CC1C(=O)O 3-({[(1S)-6-(3-methylbenzenesulfonyl)-1,2,3,4-tetrahydronaphthalen-1-yl]methyl}amino)pyridine-4-carboxylic acid